ClC=1C=NC=C(C1)C(N(C)CCN(C)C)=O 3-chloro-5-(N-2-[dimethylamino]ethyl-N-methyl-carbamoyl)-pyridin